(S)-4-((3-Methylpyridin-4-yl)((4-oxochroman-7-yl)oxy)methyl)benzamide CC=1C=NC=CC1[C@H](C1=CC=C(C(=O)N)C=C1)OC1=CC=C2C(CCOC2=C1)=O